1-(2,5-difluoropyridin-4-yl)ethyl(1-methyl-4-(2-oxo-2,3-dihydro-1H-pyrido[2,3-b][1,4]-oxazin-6-yl)-1H-1,2,3-triazol-5-yl)carbamate FC1=NC=C(C(=C1)C(C)N(C([O-])=O)C1=C(N=NN1C)C=1C=CC2=C(OCC(N2)=O)N1)F